C[C@@H]1C[C@@H](CN(C1)C(CC1[C@H]2CN(C[C@@H]12)C)=O)C1=NC2=C(C=CC=C2C=C1)C#N (cis-5-Methyl-1-[2-((1S,5R,6S)-3-methyl-3-aza-bicyclo[3.1.0]hex-6-yl)-acetyl]-piperidin-3-yl)-quinoline-8-carbonitrile